pentaerythritol tetrakis(bis-tert-butyl hydroxy hydrocinnamate) C(C)(C)(C)C(C(C(=O)OCC(COC(C(C(C1=CC=CC=C1)C(C)(C)C)(O)C(C)(C)C)=O)(COC(C(C(C1=CC=CC=C1)C(C)(C)C)(O)C(C)(C)C)=O)COC(C(C(C1=CC=CC=C1)C(C)(C)C)(O)C(C)(C)C)=O)(O)C(C)(C)C)C1=CC=CC=C1